9-(3-bromo-5-chloro-4-methylphenyl)-3,6-dimethyltrimethylphenyl-9H-carbazole BrC=1C=C(C=C(C1C)Cl)N1C2=CC=CC=C2C=2C(=C(C(=C(C12)C1=CC(=CC=C1C)C)C)C)C